(3R,4R)-1-difluoromethanesulfonyl-3-hydroxypiperidin FC(S(=O)(=O)N1C[C@@H](CCC1)O)F